1-(4-CHLOROPYRIDIN-2-YL)-N-(1-(DIFLUOROMETHYL)-1H-INDAZOL-7-YL)-1H-PYRAZOLE-4-SULFONAMIDE ClC1=CC(=NC=C1)N1N=CC(=C1)S(=O)(=O)NC=1C=CC=C2C=NN(C12)C(F)F